4-(2-(1H-imidazol-1-yl)ethyl)-N-(4-((3,5-bis(trifluoromethyl)benzyl)oxy)phenyl)piperazine-1-carboxamide N1(C=NC=C1)CCN1CCN(CC1)C(=O)NC1=CC=C(C=C1)OCC1=CC(=CC(=C1)C(F)(F)F)C(F)(F)F